COCC1=NN(C(=C1)C(=O)NC1=NNC(=C1)[C@H]1C[C@H](CC1)OC=1C(=NC=NC1)C)C |o1:16,18| rel-3-(methoxymethyl)-1-methyl-N-(5-((1R,3S)-3-((4-methylpyrimidin-5-yl)oxy)cyclopentyl)-1H-pyrazol-3-yl)-1H-pyrazole-5-carboxamide